3-[4-(1-adamantyl)-2,3-difluoro-phenoxy]propylphosphonic acid C12(CC3CC(CC(C1)C3)C2)C2=C(C(=C(OCCCP(O)(O)=O)C=C2)F)F